3-methyl-2,3-dihydro-1,3-benzothiazol CN1CSC2=C1C=CC=C2